C(C)C(=C)C1=CC=CC=C1 α-ethylstyrene